COC(C(C)C1=CC(=C(C(=C1)C(C)(C)C)O)C(C)(C)C)=O 3,5-bis(1,1-dimethylethyl)-4-hydroxy-phenylpropionic acid methyl ester